FC=1C(=C2C(=NC(=NN2C1)N[C@H]1[C@H](CN(CC1)C1COC1)F)OC)C=1C=CC2=C(N(N=N2)[C@H](CF)C)C1 6-fluoro-N-((3S,4R)-3-fluoro-1-(oxetan-3-yl)piperidin-4-yl)-5-(1-((S)-1-fluoropropan-2-yl)-1H-benzo[d][1,2,3]triazol-6-yl)-4-methoxypyrrolo[2,1-f][1,2,4]triazin-2-amine